CCCCCCCCC1=CC=C(C=C1)C2=C(C(=C3C4=CC=CC5=C4C(=CC=C5)C3=C2C6=CC=C(C=C6)Br)C7=CC=C(C=C7)Br)C8=CC=C(C=C8)CCCCCCCC The molecule is an organobromine compound that is fluoranthene in which the hydrogens at positions 7 and 10 are substituted by 4-bromophenyl groups, while those at positions 8 and 9 are substituted by 4-octylphenyl groups. It derives from a hydride of a fluoranthene.